2-(4-(5-ethylpyrimidin-2-yl)piperazin-1-yl)-5-(4-(methylsulfonyl)phenyl)thiazolo[5,4-b]pyridine C(C)C=1C=NC(=NC1)N1CCN(CC1)C=1SC2=NC(=CC=C2N1)C1=CC=C(C=C1)S(=O)(=O)C